N-(2-aminoethyl)-8-aminooctyltrimethoxysilane NCCNCCCCCCCC[Si](OC)(OC)OC